C1(CCCCC1)NCCS(=O)(=O)O 2-(cyclohexylamino)-ethanesulfonic acid